C(C)(C)N1N=CC(=C1)NC1=NC(=NC=C1)C1=CC=C(C=C1)N1C(NC(C1)(C)C)=O 1-(4-(4-((1-isopropyl-1H-pyrazol-4-yl)amino)pyrimidin-2-yl)phenyl)-4,4-dimethylimidazolidin-2-one